CC1(CN(CCO1)CCC=1N=NN(C1)[C@H](C(=O)N1[C@@H](C[C@H](C1)O)C(=O)NC)C(C)(C)C)C (2S,4r)-1-[(2S)-2-[4-[2-(2,2-dimethylmorpholin-4-yl)ethyl]triazol-1-yl]-3,3-dimethyl-butyryl]-4-hydroxy-N-methyl-pyrrolidine-2-carboxamide